BrC=1C=CC(=NC1)CN(C(=O)C1=CC2=NC(=C3C(=C2N1)COC3)NC(OC(C)(C)C)=O)[C@@H](COC)C tert-butyl (R)-(2-(((5-bromopyridin-2-yl)methyl)(1-methoxypropan-2-yl)carbamoyl)-6,8-dihydro-1H-furo[3,4-d]pyrrolo[3,2-b]pyridin-5-yl)carbamate